(1R,2R)-2-cyanocyclopropane-1-carboxylic acid C(#N)[C@H]1[C@@H](C1)C(=O)O